tert-butyl (1S,4S)-5-(4-((2,3-difluoro-4-(((R)-tetrahydrofuran-3-yl)methoxy)phenyl)amino)pyrido[3,2-d]pyrimidin-6-yl)-2,5-diazabicyclo[2.2.1]heptane-2-carboxylate FC1=C(C=CC(=C1F)OC[C@H]1COCC1)NC=1C2=C(N=CN1)C=CC(=N2)N2[C@@H]1CN([C@H](C2)C1)C(=O)OC(C)(C)C